[Cl-].C(CCCCC)[NH+]1CC(CC1)C 1-Hexyl-3-Methylpyrrolidinium chlorid